2-fluoro-1-(4-(3-((5-fluoro-6-(trifluoromethyl)pyridin-3-yl)amino)pyrazin-2-yl)piperazin-1-yl)prop-2-en-1-one FC(C(=O)N1CCN(CC1)C1=NC=CN=C1NC=1C=NC(=C(C1)F)C(F)(F)F)=C